C(CCC)C(CCCCCC)C1=CC=CC=C1 (1-butylheptyl)-benzene